BrC1=CC=C(C2=CC=CC=C12)C1=CC=CC2=CC=CC=C12 4-bromo-1,1'-binaphthyl